CC1=CC=C(C=C1)S(=O)(=O)OCC(C)([N+](=O)[O-])C 2-Methyl-2-nitropropyl 4-methylbenzenesulfonate